potassium (R)-((4-(cyclohexylmethyl)-3-(methoxymethyl)piperazin-1-yl)methyl)trifluoroborate C1(CCCCC1)CN1[C@H](CN(CC1)C[B-](F)(F)F)COC.[K+]